7-(dibenzo[b,d]thiophen-4-yl)-1-(2-morpholinoethyl)-3,4-dihydroquinolin-2(1H)-one C1=CC=C(C=2SC3=C(C21)C=CC=C3)C3=CC=C2CCC(N(C2=C3)CCN3CCOCC3)=O